2-Chloro-5-{[(3,3-dimethylbutanoyl)amino]methyl}-N-{1-[4-(trifluoromethyl)phenyl]-1H-indazol-4-yl}benzamide ClC1=C(C(=O)NC2=C3C=NN(C3=CC=C2)C2=CC=C(C=C2)C(F)(F)F)C=C(C=C1)CNC(CC(C)(C)C)=O